C(C=C)[C@@H]1[C@@H]2CC[C@H](CN1)N2C(=O)OCCCC butyl (1S,2R,5R)-2-allyl-3,8-diazabicyclo[3.2.1]octane-8-carboxylate